CN1N=C(C=C1)N1C[C@@H](CC1)NC(OC(C)(C)C)=O Tert-Butyl (R)-(1-(1-methyl-1H-pyrazol-3-yl)pyrrolidin-3-yl)carbamate